CN1N=C2C(C=3C(NC(NC3C=C2)=O)=O)=C1 2-methyl-6H-pyrazolo[4,3-f]quinazoline-7,9-dione